6-N-[(1-aminocyclopropyl)methyl]-4-N-(4-chloro-3,5-difluorophenyl)-1-methylpyrazolo[3,4-d]pyrimidine-4,6-diamine NC1(CC1)CNC1=NC(=C2C(=N1)N(N=C2)C)NC2=CC(=C(C(=C2)F)Cl)F